(2S,4R)-1-[(2S)-2-(4-cyclopropyltriazol-1-yl)-3,3-dimethyl-butanoyl]-4-hydroxy-N-[3,3,3-trifluoro-2-hydroxy-2-(1-methylimidazol-2-yl)propyl]pyrrolidine-2-carboxamide C1(CC1)C=1N=NN(C1)[C@H](C(=O)N1[C@@H](C[C@H](C1)O)C(=O)NCC(C(F)(F)F)(C=1N(C=CN1)C)O)C(C)(C)C